C1=2C(=C3OCCC3=CC2OCC1)NC(=O)OC(C(=O)OCC)CN1N=CC=C1 ethyl 2-[({4,10-dioxatricyclo[7.3.0.03,7]dodeca-1(9),2,7-trien-2-yl}carbamoyl)oxy]-3-(1H-pyrazol-1-yl)propanoate